acetic acid (41e)-trifluoroacetic acid salt FC(C(=O)O)(F)F.C(C)(=O)O